(4-(4-amino-7-((1r,4r)-4-hydroxycyclohexyl)pyrrolo[2,1-f][1,2,4]triazin-5-yl)-3-fluorophenyl)-2-oxo-1-(pyridin-2-yl)-1,2,4,5,6,7-hexahydropyrazolo[1,5-a]pyridine-3-carboxamide NC1=NC=NN2C1=C(C=C2C2CCC(CC2)O)C2=C(C=C(C=C2)C2C=1N(CCC2)N(C(C1C(=O)N)=O)C1=NC=CC=C1)F